(6-(2-(nicotinoyloxy)ethoxy)hexyl)triphenylphosphonium tert-butyl-bis(prop-2-yn-1-yl)carbamate C(C)(C)(C)OC(N(CC#C)CC#C)=O.C(C1=CN=CC=C1)(=O)OCCOCCCCCC[P+](C1=CC=CC=C1)(C1=CC=CC=C1)C1=CC=CC=C1